tert-butyl 2-(2-chloro-5-(4-fluorobenzoyl)pyrimidin-4-yl)hydrazine-1-carboxylate ClC1=NC=C(C(=N1)NNC(=O)OC(C)(C)C)C(C1=CC=C(C=C1)F)=O